C(C1=CC=CC=C1)OC1=C(C(=C(C=O)C=C1C)OCOC)Cl 4-benzyloxy-3-chloro-2-(methoxymethyloxy)-5-methylbenzaldehyde